1-(4-(1-METHOXYCYCLOBUTYL)PYRIDIN-2-YL)-N-(1-METHYL-1H-INDAZOL-7-YL)-1H-PYRAZOLE-4-SULFONAMIDE COC1(CCC1)C1=CC(=NC=C1)N1N=CC(=C1)S(=O)(=O)NC=1C=CC=C2C=NN(C12)C